(R)-2-((1-(3-(4-(bicyclo[1.1.1]pentan-1-yl-3-d)piperidin-1-yl)-2-cyano-7-methylquinoxalin-5-yl)ethyl)amino)-benzoic acid C12(CC(C1)(C2)[2H])C2CCN(CC2)C=2C(=NC1=CC(=CC(=C1N2)[C@@H](C)NC2=C(C(=O)O)C=CC=C2)C)C#N